(5-Methyl-2-oxa-5-azabicyclo[2.2.1]heptan-4-yl)methanol CN1C2(COC(C1)C2)CO